(dimethoxyethane) nickel (II) bromide [Ni](Br)Br.C(OC)COC